2-({4-[(2S)-2-(4-chloro-2-fluorophenyl)-2-methyl-1,3-benzodioxol-4-yl]piperidin-1-yl}methyl)-1-methyl-1H-benzimidazole-6-carboxylic acid ClC1=CC(=C(C=C1)[C@@]1(OC2=C(O1)C=CC=C2C2CCN(CC2)CC2=NC1=C(N2C)C=C(C=C1)C(=O)O)C)F